N-(5-bromo-2-methylpyridin-3-yl)-4-(pyridin-3-yl)pyrimidin-2-amine BrC=1C=C(C(=NC1)C)NC1=NC=CC(=N1)C=1C=NC=CC1